5-(4-(2-(4-((1-(3-(10H-phenothiazin-10-yl)propyl)azetidin-3-yl)oxy)piperidin-1-yl)ethyl)piperazin-1-yl)-2-(2,6-dioxopiperidin-3-yl)isoindoline-1,3-dione C1=CC=CC=2SC3=CC=CC=C3N(C12)CCCN1CC(C1)OC1CCN(CC1)CCN1CCN(CC1)C=1C=C2C(N(C(C2=CC1)=O)C1C(NC(CC1)=O)=O)=O